(S)-4-amino-N-(5-bromo-2,3-dihydrobenzofuran-3-yl)-7-fluoro-N-methylimidazo[1,5-a]quinoxaline-8-carboxamide NC=1C=2N(C3=CC(=C(C=C3N1)F)C(=O)N(C)[C@@H]1COC3=C1C=C(C=C3)Br)C=NC2